2-chloro-6-ethoxy-4-[3-methyl-1-(4-methyl-4H-1,2,4-triazol-3-yl)cyclobutyl]pyridine ClC1=NC(=CC(=C1)C1(CC(C1)C)C1=NN=CN1C)OCC